[Ru](Br)(Br)Br.C1(=CC=CC=C1)P(C1=CC=CC=C1)C1=CC=CC=C1 triphenylphosphine ruthenium bromide